allyl sulfosuccinate S(=O)(=O)(O)C(C(=O)OCC=C)CC(=O)[O-]